N,N-dibenzyl-3-(1,3-dimethyl-1H-indol-2-yl)butan-1-amine C(C1=CC=CC=C1)N(CCC(C)C=1N(C2=CC=CC=C2C1C)C)CC1=CC=CC=C1